C(C(C)C)(=O)OC=1C(=NC=CC1OC)C(N[C@H](C(=O)NC(=C(C1=CC=C(C=C1)F)C1=CC=C(C=C1)F)C)C(C)C)=O (S)-2-((1-((1,1-bis(4-fluorophenyl)prop-1-en-2-yl)amino)-3-methyl-1-oxobutan-2-yl)carbamoyl)-4-methoxypyridin-3-yl isobutyrate